ClC=1N=C(SC1)N(C1=CC=C(C2=NON=C21)[N+](=O)[O-])C2=C(C=C(C=C2)F)C2CC2 N-(4-chlorothiazol-2-yl)-N-(2-cyclopropyl-4-fluorophenyl)-7-nitrobenzo[c][1,2,5]oxadiazol-4-amine